C1(=CC(=C2C=CC=3C(=CC(=C4C=CC1=C2C34)S(=O)(=O)[O-])S(=O)(=O)[O-])S(=O)(=O)[O-])S(=O)(=O)[O-].[Na+].[Na+].[Na+].[Na+] sodium 1,3,6,8-pyrenetetrasulfonate